C(=O)(N1CCN(CC1)C1=CC=CC=C1)N1CCN(CC1)C1=CC=CC=C1 1,1'-carbonylbis(4-phenylpiperazine)